(S)-(4-(3-Fluoro-5-(piperidin-4-yl)benzoyl)piperazin-1-yl)(4'-fluoro-6-(pyrrolidin-3-yloxy)-[1,1'-biphenyl]-3-yl)methanone hydrochloride Cl.FC=1C=C(C(=O)N2CCN(CC2)C(=O)C=2C=C(C(=CC2)O[C@@H]2CNCC2)C2=CC=C(C=C2)F)C=C(C1)C1CCNCC1